OC1N(CCN(C1)O)C1=CC=CC=2OCCOC21 5-(2,4-dihydroxypiperazin-1-yl)-2,3-dihydro-1,4-benzodioxine